[4-(3,6-diphenyl-9H-carbazole-9-yl)butyl]phosphoric acid C1(=CC=CC=C1)C=1C=CC=2N(C3=CC=C(C=C3C2C1)C1=CC=CC=C1)CCCCOP(O)(O)=O